CC1([C@H]2CN[C@@H]([C@@H]12)C(=O)NC(C(=O)OC)C1=CN=CC2=CC=CC=C12)C methyl 2-[[(1R,2S,5S)-6,6-dimethyl-3-azabicyclo[3.1.0]hexane-2-carbonyl]amino]-2-(4-isoquinolyl)acetate